3-cyclohexyl-1H-benzo[d]imidazole C1(CCCCC1)N1CNC2=C1C=CC=C2